4-Hydroxy-3-methoxyphenylglycol sulfate potassium salt COC1=C(C=CC(=C1)C(CO)O)OS(=O)(=O)[O-].[K+]